triazol-2-yl-nicotinonitrile N=1N(N=CC1)C1=C(C#N)C=CC=N1